ClC=1N=NC(=C(C1CCCI)C)Cl 3,6-dichloro-4-(3-iodopropyl)-5-methyl-pyridazine